7-cyclobutyl-N-[(3R)-1,1-dioxo-2,3-dihydrothiophen-3-yl]-8-(1H-pyrazol-3-yl)-2-oxo-1H-quinoline-3-carboxamide C1(CCC1)C1=CC=C2C=C(C(NC2=C1C1=NNC=C1)=O)C(=O)N[C@H]1CS(C=C1)(=O)=O